3-(2-chloro-N-(2,2-difluoro-2-(1,4-dioxaspiro[4.5]dec-8-yl)ethyl)acetamido)-5-(trifluoromethyl)benzofuran-2-carboxylic acid methyl ester COC(=O)C=1OC2=C(C1N(C(CCl)=O)CC(C1CCC3(OCCO3)CC1)(F)F)C=C(C=C2)C(F)(F)F